6-{2-[4-(6-fluoro-benzo[d]isoxazol-3-yl)-piperidin-1-yl]-ethyl}-6H-imidazo[1,2-c]pyrimidin-5-one FC1=CC2=C(C(=NO2)C2CCN(CC2)CCN2C(N3C(C=C2)=NC=C3)=O)C=C1